4-(4-(1-Acetylpiperidin-4-yl)phenyl)-7-(4-(trifluoromethyl)phenyl)-2-naphthoic acid 2-(dimethylamino)-2-oxoethyl ester CN(C(COC(=O)C1=CC2=CC(=CC=C2C(=C1)C1=CC=C(C=C1)C1CCN(CC1)C(C)=O)C1=CC=C(C=C1)C(F)(F)F)=O)C